C(#N)C1=NC=C(C=N1)C=1C(=CC(=C(C1)NC(=O)C1=CNC(C=C1C(F)(F)F)=O)N1C[C@H](N(CC1)C)C)F N-[5-(2-cyanopyrimidin-5-yl)-4-fluoro-2-[(3R)-3,4-dimethylpiperazin-1-yl]phenyl]-6-oxo-4-(trifluoromethyl)-1H-pyridine-3-carboxamide